6,7-dihydropyrido[2,3-d]pyridazine-5,8-dione N1=CC=CC2=C1C(NNC2=O)=O